methyl (E)-2-(methoxyimino)-4-oxopentanoate CO\N=C(\C(=O)OC)/CC(C)=O